2-({2-[(1R,3aS,7aR,E)-1-{(2S)-3,3-Difluoro-6-methyl-6-[(triethylsilyl)oxy]heptan-2-yl}-7a-methyloctahydro-4H-inden-4-ylidene]ethyl}sulfonyl)benzo[d]thiazole FC([C@@H](C)[C@H]1CC[C@H]2\C(\CCC[C@]12C)=C\CS(=O)(=O)C=1SC2=C(N1)C=CC=C2)(CCC(C)(O[Si](CC)(CC)CC)C)F